[Cl-].[Cl-].C1(CCC1)=[Zr+2](C1C(=CC2=C(C(=C(C=C12)C)C)C1=CC=CC=C1)C=1OC(=CC1)C1=CC=CC=C1)C1C(=CC2=C(C(=C(C=C12)C)C)C1=CC=CC=C1)C=1OC(=CC1)C1=CC=CC=C1 Cyclobutylidenebis[2-(5-phenyl-2-furyl)-4-phenyl-5,6-dimethyl-1-indenyl]zirconium dichloride